ONC1C[C@H]2CC(C[C@H]2C1)NC=1C=NC(=NC1)N1CCC(CC1)C(C)C N-((3aR,6aS)-5-(hydroxyamino)octahydropentalen-2-yl)-2-(4-isopropylpiperidin-1-yl)pyrimidin-5-amine